C1=CC=CC=2C1=C1N(C3=CC=CC=C3C1=CC2)C=2C(=C(C=CC2)N2C=1C=CC=CC1C=1C3=C(C=CC21)C=CC=C3)Br 7-(3-(11H-benzo[a]carbazol-11-yl)-2-bromophenyl)-7H-benzo[c]carbazole